N1=C(N=C2N=CNC2=C1N)CC(=O)N[C@@H](CC(=O)O)C(=O)O N-adenineacetyl-L-aspartic acid